((6,8-difluoro-4-hydroxychroman-2-yl)methyl)acetamide FC=1C=C2C(CC(OC2=C(C1)F)CCC(=O)N)O